1-Cyclopentadecyl 11-(2-hexyldecyl) 6-((4-((tert-butyldiphenylsilyl)oxy)butyl)-amino)undecanedioate [Si](C1=CC=CC=C1)(C1=CC=CC=C1)(C(C)(C)C)OCCCCNC(CCCCC(=O)OC1CCCCCCCCCCCCCC1)CCCCC(=O)OCC(CCCCCCCC)CCCCCC